OC(COC=1C(=O)O[C@@H](C1OCC1=CC=CC=C1)[C@@H](O)CO)(C)C 2-O-(2-hydroxyisobutyl)-3-O-benzyl-ascorbic acid